(6-((5-Bromo-2-((2-methoxy-5-(1-methyl-1h-pyrazol-4-yl)-4-(4-(4-methylpiperazine-1-yl)piperidine-1-yl)phenyl)amino)pyrimidine-4-yl)amino)-2,3-dimethylphenyl)dimethylphosphine oxide BrC=1C(=NC(=NC1)NC1=C(C=C(C(=C1)C=1C=NN(C1)C)N1CCC(CC1)N1CCN(CC1)C)OC)NC1=CC=C(C(=C1P(C)(C)=O)C)C